isopropyl (R)-2-(3-(1-Aminoethyl)phenyl)-2,2-difluoroacetate N[C@H](C)C=1C=C(C=CC1)C(C(=O)OC(C)C)(F)F